5-(2-amino-1,1-dimethyl-2-oxo-ethoxy)-3-ethylsulfanyl-pyridine-2-carboxylic acid methyl ester COC(=O)C1=NC=C(C=C1SCC)OC(C(=O)N)(C)C